acrylic acid-4-phenylbutyl ester C1(=CC=CC=C1)CCCCOC(C=C)=O